6-methoxy-N-prop-2-ynyl-pyridin-3-amine COC1=CC=C(C=N1)NCC#C